(2r,3r)-3-hydroxy-2-((E)-3-(p-tolyl)allyl)nonanoic acid O[C@@H]([C@H](C(=O)O)C\C=C\C1=CC=C(C=C1)C)CCCCCC